2-(4-phenoxyphenyl)nicotinamide O(C1=CC=CC=C1)C1=CC=C(C=C1)C1=C(C(=O)N)C=CC=N1